2-[1-[2-[[(3aS,6aR)-5-hydroxy-1,2,3,3a,4,5,6,6a-octahydropentalen-2-yl]oxy]-2-phenyl-ethyl]-5-methyl-6-oxazol-2-yl-2,4-dioxo-thieno[2,3-d]pyrimid-3-yl]-2-methyl-propanoic acid OC1C[C@H]2CC(C[C@H]2C1)OC(CN1C(N(C(C2=C1SC(=C2C)C=2OC=CN2)=O)C(C(=O)O)(C)C)=O)C2=CC=CC=C2